COC1=CC=C(C=C1)N(N=O)C1=CC=C(C=C1)OC N,N-bis(4-methoxyphenyl)nitrosamide